(5R)-4-bromo-5,8,8-trimethyl-5-phenyl-9,10-dihydro-7H-benzo[b][1,8]naphthyridin-6-one BrC=1C=2[C@@](C3=C(NC2N=CC1)CC(CC3=O)(C)C)(C3=CC=CC=C3)C